OC12OC3=C(C1(C(C1=CC=CC=C12)=O)NC(C(CCC1=CC=CC=C1)=O)=O)C=CC(=C3)C(C)C N-(4b-hydroxy-7-isopropyl-10-oxo-4b,10-dihydro-9bH-indeno[1,2-b]benzofuran-9b-yl)-2-oxo-4-phenyl-butanamide